FC=1C=NC(=NC1)N1C[C@H](CCC1)OC (3S,4R)-1-(5-fluoropyrimidin-2-yl)-3-methoxypiperidin